Cl.N[C@@H](CC(N)=O)C(=O)N L-asparaginamide hydrochloride